3-(bis(2-((tert-butyldimethylsilyl)oxy)dodecyl)amino)propyl L-phenylalaninate N[C@@H](CC1=CC=CC=C1)C(=O)OCCCN(CC(CCCCCCCCCC)O[Si](C)(C)C(C)(C)C)CC(CCCCCCCCCC)O[Si](C)(C)C(C)(C)C